ClC=1C(=C(C=CC1)NC(=O)C=1C(=CC(=C(OC2CCC(CC2)(C(=O)OCC2=CC=CC3=CC=CC=C23)C)C1)F)OC)C(NCC1(CCC1)C)=O Naphthalen-1-ylmethyl (1s,4s)-4-(5-((3-chloro-2-(((1-methylcyclobutyl)methyl)carbamoyl)phenyl)carbamoyl)-2-fluoro-4-methoxyphenoxy)-1-methylcyclohexane-1-carboxylate